ClC=1C=C2CC[C@@](C2=CC1)(CO)COC1=C(C=C(C(=O)OC(C)(C)C)C=C1)[N+](=O)[O-] |r| racemic-tert-butyl 4-((5-chloro-1-(hydroxymethyl)-2,3-dihydro-1H-inden-1-yl)methoxy)-3-nitrobenzoate